3-hydroxy-N-(4-methylphenyl)-2-naphthoamide OC=1C(=CC2=CC=CC=C2C1)C(=O)NC1=CC=C(C=C1)C